methyl (E)-[2-methyl-4-[3-(4-methylsulfanylphenyl)-3-[4-[3-(morpholin-4-yl)propynyl]-phenyl]allyloxy]phenoxy]acetate CC1=C(OCC(=O)OC)C=CC(=C1)OC\C=C(/C1=CC=C(C=C1)C#CCN1CCOCC1)\C1=CC=C(C=C1)SC